OC(C)(C)C=1C=C(SC1)S(=O)(=O)NC(NC1=C2CCCC2=CC=C1C1=CC=2N(C=C1)C=NC2)=O 4-(2-hydroxy-prop-2-yl)-N-((5-(imidazo[1,5-a]pyridin-7-yl)-2,3-dihydro-1H-inden-4-yl)carbamoyl)thiophene-2-sulfonamide